5-(Benzyloxy)-3-methyl-N-(4-methyl-1,1-dioxidotetrahydro-2H-thiopyran-4-yl)-3H-imidazo[4,5-b]pyridine-2-carboxamide C(C1=CC=CC=C1)OC1=CC=C2C(=N1)N(C(=N2)C(=O)NC2(CCS(CC2)(=O)=O)C)C